C1(CC1)C=1C=C(C=2N(C1)C=C(N2)CNC=2C=NC1=CC=C(C=C1C2)[C@@H]2[C@H](C2)C2=NC=CC(=N2)C)N2C(N(C(C2)=O)C)=O |r| rac-1-(6-cyclopropyl-2-(((6-((1S*,2S*)-2-(4-methylpyrimidin-2-yl)cyclopropyl)quinolin-3-yl)amino)methyl)imidazo[1,2-a]pyridin-8-yl)-3-methylimidazolidine-2,4-dione